(3aS,7aS)-3a-(3,4-dimethoxyphenyl)-1-methyl-6-(2-(3-methylpyridin-2-yl)hydrazineylidene)octahydro-1H-indole COC=1C=C(C=CC1OC)[C@@]12CCN([C@H]2CC(CC1)=NNC1=NC=CC=C1C)C